ClC=1C=C2C(=CC(=NC2=CC1)C(F)(F)F)NC1CCC(CC1)NC(CC1=C(C=CC=C1F)OC(F)F)=O N-(4-{[6-chloro-2-(trifluoromethyl)quinolin-4-yl]amino}cyclohexyl)-2-[2-(difluoromethoxy)-6-fluorophenyl]acetamide